tert-butyl (5S,8S,11S)-8-butyl-1-(9H-fluoren-9-yl)-5-(2-fluorobenzyl)-10-methyl-3,6,9-trioxo-11-(pyridin-3-ylmethyl)-2-oxa-4,7,10-triazadodecan-12-oate C(CCC)[C@H](NC([C@@H](NC(OCC1C2=CC=CC=C2C=2C=CC=CC12)=O)CC1=C(C=CC=C1)F)=O)C(N([C@H](C(=O)OC(C)(C)C)CC=1C=NC=CC1)C)=O